FC1=C2C(N3C(NC2=CC(=C1)F)C(C1=CC(=CC=C13)[N+](=O)[O-])O)=O 1,3-difluoro-6-hydroxy-8-nitro-5a,6-dihydroindolo[2,1-b]quinazolin-12(5H)-one